glycyl-prolyl-p-nitrobenzene NCC(=O)N1[C@@H](CCC1)C(=O)C1=CC=C(C=C1)[N+](=O)[O-]